L-3,4-dihydroxyl-phenylalanine OC=1C=C(C[C@H](N)C(=O)O)C=CC1O